methyl N-[5-[6-[2-(4-fluoro-3-methoxy-phenyl)-5-methyl-1,2,4-triazol-3-yl]imidazo[1,2-a]pyridin-3-yl]-2-pyridyl]carbamate FC1=C(C=C(C=C1)N1N=C(N=C1C=1C=CC=2N(C1)C(=CN2)C=2C=CC(=NC2)NC(OC)=O)C)OC